3-(2-amino-5-chloro-4-fluoroanilino)propan-1-ol NC1=C(NCCCO)C=C(C(=C1)F)Cl